OC=1C=C(CN2C(C3=CC=4C(N(C(C4C=C3C2=O)=O)CC2=CC(=C(C(=C2)O)O)O)=O)=O)C=C(C1O)O 2,6-bis(3,4,5-trihydroxybenzyl)pyrrolo[3,4-f]Isoindole-1,3,5,7-tetraone